C(#N)C=1C=CC(=NC1)NC1CCC(CC1)N(C(C)=O)C=1C=CC(=C(C1)NC(C=C)=O)N1CCC(CC1)N(C)C N-(5-(N-((1r,4r)-4-((5-cyanopyridin-2-yl)amino)cyclohexyl)acetamido)-2-(4-(dimethylamino)piperidin-1-yl)phenyl)acrylamide